(4-((S)-2-(2-((1H-imidazol-5-yl)methyl)thiazol-4-yl)-2-((S)-2-((methoxycarbonyl)(methyl)amino)-3-(pyridin-4-yl)propanamido)ethyl)phenyl)sulfamate N1C=NC=C1CC=1SC=C(N1)[C@H](CC1=CC=C(C=C1)NS([O-])(=O)=O)NC([C@H](CC1=CC=NC=C1)N(C)C(=O)OC)=O